IC=1N(C2=CC=C(C=C2C1)N)S(=O)(=O)C1=CC=CC=C1 2-iodo-1-(benzenesulfonyl)-1H-indol-5-amine